FC(C)(F)C1=NC=CC(=N1)NC1=CC(=NC=C1C1=NN(N=C1)CCN1CCOCC1)NC(C)=O N-(4-((2-(1,1-difluoroethyl)pyrimidin-4-yl)amino)-5-(2-(2-morpholinoethyl)-2H-1,2,3-triazol-4-yl)pyridin-2-yl)acetamide